[Cl-].[Cl-].C(C)(C)(C)C1=CC(C(=C1)CC)[Zr+2]C1=C(C=CC=2C3=CC=C(C=C3CC12)C(C)(C)C)C(C)(C)C (3-tert-butyl-5-ethyl-cyclopentadienyl)(2,7-di-tert-butylfluorenyl)zirconium dichloride